CN1C2CC(CC1CC2)N2N=CC=C2 1-(8-methyl-8-azabicyclo[3.2.1]octan-3-yl)-1H-pyrazol